C(C)(C)(C)OC(NC1(COCC1(C)O)C1=C(C=C(C=C1)C(F)(F)F)F)=O [3-(2-fluoro-4-trifluoromethylphenyl)-4-hydroxy-4-methyl-tetrahydro-furan-3-yl]-carbamic acid tert-butyl ester